C1(CC1)C1=CN=C(C(=N1)C1=NOC(N1)=O)NC1=C(C(=CC=C1)C=1CCOCC1)OCC(F)(F)F 3-(6-cyclopropyl-3-((3-(3,6-dihydro-2H-pyran-4-yl)-2-(2,2,2-trifluoroethoxy)phenyl)amino)pyrazin-2-yl)-1,2,4-oxadiazol-5(4H)-one